(+/-)-trans-3-((6-(benzo[b]thiophen-2-yl)-2-(2-chloro-5H-pyrrolo[2,3-b]pyrazin-7-yl)-5-fluoropyrimidin-4-yl)amino)bicyclo[2.2.2]octane-2-carboxylic acid S1C2=C(C=C1C1=C(C(=NC(=N1)C1=CNC3=NC=C(N=C31)Cl)NC3C(C1CCC3CC1)C(=O)O)F)C=CC=C2